(±)-N-[3-[(trans-2-cyanocyclopropanecarbonyl)amino]-7-methyl-6-(4-methyl-3-pyridyl)-8-isoquinolinyl]carbamic acid tert-butyl ester C(C)(C)(C)OC(NC=1C(=C(C=C2C=C(N=CC12)NC(=O)[C@H]1[C@@H](C1)C#N)C=1C=NC=CC1C)C)=O |r|